FC1=C(C=C(C=C1)[C@H](NC(=O)N1[C@@H](C(NCC1)=O)C)[C@@H]1C[C@H](C1)C(F)(F)F)C(F)(F)F |o1:7| (2R)-N-((R or S)-(4-fluoro-3-(trifluoro-methyl)phenyl)(trans-3-(trifluoro-methyl)-cyclobutyl)methyl)-2-methyl-3-oxo-piperazine-1-carboxamide